ClC1=C(C(=C(C(=O)OC)C=C1)OCOC)C=O Methyl 4-chloro-3-formyl-2-(methoxymethoxy)benzoate